OCCCN1C(CC(NC2=C1C=CC=C2)=O)=O 1-(3-hydroxypropyl)-1H-1,5-benzodiazepine-2,4(3H,5H)-dione